4-(2-bromo-5-tosyl-5H-pyrrolo[2,3-b]pyrazin-7-yl)-N-(2-hydroxy-2-methylpropyl)-N-methylbenzamide BrC=1N=C2C(=NC1)N(C=C2C2=CC=C(C(=O)N(C)CC(C)(C)O)C=C2)S(=O)(=O)C2=CC=C(C)C=C2